O[C@@H]1C2=CC[C@H]3[C@@H]4CC[C@H]([C@@H](CCCC(C)C)C)[C@]4(CC[C@@H]3[C@]2(CC[C@@H]1O)C)C 4b-hydroxycholesterol